(6-(3-cyclopropyl-1H-1,2,4-triazol-1-yl)-2-azaspiro[3.3]heptan-2-yl)(6-(3,4-difluorophenoxy)-2-azaspiro[3.3]heptan-2-yl)methanone C1(CC1)C1=NN(C=N1)C1CC2(CN(C2)C(=O)N2CC3(C2)CC(C3)OC3=CC(=C(C=C3)F)F)C1